OC1=C(C=C(C(=C1)OCC1=C(C=C(C=C1)OC)Br)C)C(CN1N=CN=C1)=O 1-(2'-Hydroxy-4'-(2''-bromo-4''-methoxybenzyl)oxy-5'-methylphenyl)-2-(1H-1,2,4-triazolyl)ethanone